ClC1=CC=C(C=N1)CN1CSC=C1 3-(6-chloro-3-pyridylmethyl)-thiazolin